tert-Butyl (3-cyano-7-fluoro-4-(5-fluoro-3-((R)-3-(4-hydroxypiperidin-1-yl)pyrrolidin-1-yl)-7,9-dihydrofuro[3,4-f]quinazolin-6-yl)thieno[3,2-c]pyridin-2-yl)carbamate C(#N)C1=C(SC2=C1C(=NC=C2F)C=2C1=C(C=3C=NC(=NC3C2F)N2C[C@@H](CC2)N2CCC(CC2)O)COC1)NC(OC(C)(C)C)=O